(Z)-N'-(6-chloropyridin-3-yl)-4-(1,4,4,4-tetrafluoro-3-(3,4,5-trichlorophenyl)but-1-en-1-yl)-2-(trifluoromethyl)benzoyl-hydrazine ClC1=CC=C(C=N1)NNC(C1=C(C=C(C=C1)/C(=C/C(C(F)(F)F)C1=CC(=C(C(=C1)Cl)Cl)Cl)/F)C(F)(F)F)=O